C(C)(C)(C)OC(C[C@@H](C(NC(CN1C(C(C2=C(C(=CC=C12)C1CC1)F)(C)C)=O)=O)C1CC1)C)=O (3S)-4-cyclopropyl-4-(2-(5-cyclopropyl-4-fluoro-3,3-dimethyl-2-oxoindolin-1-yl)acetamido)-3-methylbutanoic acid tert-butyl ester